3-vinyl-1,1'-biphenyl C(=C)C=1C=C(C=CC1)C1=CC=CC=C1